O=S1(CCN(CC1)C(=O)C1=C(C=C(C=C1)[N+](=O)[O-])N1C2COC(C1)C2)=O (1,1-dioxo-1,4-thiazinan-4-yl)-[4-nitro-2-(2-oxa-5-azabicyclo[2.2.1]hept-5-yl)phenyl]methanone